(2-(5-fluoropyridin-2-yl)oxazol-5-yl)methanone FC=1C=CC(=NC1)C=1OC(=CN1)C=O